C(CCCCCCCCCCC)C#CC(=O)[O-].[Na+] sodium laurylpropiolate